O1C(=CC=C1)C=C(C=O)C 3-(2-furyl)-2-methyl-2-propenal